2-acetylamino-2,6-dideoxy-L-talose C(C)(=O)N[C@@H](C=O)[C@H](O)[C@H](O)[C@@H](O)C